6-[3-(3-tertbutyl-4-hydroxy-5-methylphenyl)propoxy]-2,4,8,10-tetra-tert-butyldibenzo[d,f][1,3,2]dioxaphosphepin C(C)(C)(C)C=1C=C(C=C(C1O)C)CCCOP1OC2=C(C3=C(O1)C(=CC(=C3)C(C)(C)C)C(C)(C)C)C=C(C=C2C(C)(C)C)C(C)(C)C